1-methylhexylamine CC(CCCCC)N